COC1=C(C(=CC(=C1)C1=NC2=C(N1C1COCC1)C=CC=C2)O)O 3-methoxy-5-(1-(tetrahydrofuran-3-yl)-1H-benzo[d]imidazol-2-yl)benzene-1,2-diol